{4-[3-(propan-2-yl)-[1,2,4]triazolo[4,3-a]pyrazin-6-yl]phenyl}[trans-4-{[4-(pentafluoro-λ6-sulfanyl)phenyl]amino}cyclohexyl](imino)-λ6-sulfanone CC(C)C1=NN=C2N1C=C(N=C2)C2=CC=C(C=C2)S(=O)(=N)[C@@H]2CC[C@H](CC2)NC2=CC=C(C=C2)S(F)(F)(F)(F)F